COC1=NC(=NC=C1C)C(C(=O)[O-])(C)C.[Na+] sodium 2-(4-methoxy-5-methylpyrimidin-2-yl)-2-methylpropanoate